N,N-dimethyl-benzene-1,4-diamine CN(C1=CC=C(C=C1)N)C